FC1=C(C=C(C=C1)F)C(=O)N1CCN(CC1)CC(CNC1=C2C(=NC=3C=CC=CC13)CCC2)O (2,5-difluorophenyl)(4-(3-((2,3-dihydro-1H-cyclopenta[b]quinolin-9-yl)amino)-2-hydroxypropyl)piperazin-1-yl)methanone